ethyl 2-(3,5-difluorophenyl)acetate FC=1C=C(C=C(C1)F)CC(=O)OCC